(2S,3R,4R,5S)-2-(hydroxymethyl)-1-(((R)-1-(3-(trifluoromethyl)pyridin-2-yl)pyrrolidin-3-yl)methyl)piperidine-3,4,5-triol OC[C@@H]1N(C[C@@H]([C@H]([C@@H]1O)O)O)C[C@@H]1CN(CC1)C1=NC=CC=C1C(F)(F)F